NC1=NC=NN2C1=CC=C2[C@]2([C@@H]([C@@H]([C@H](O2)CO[P@](=O)(OC2=CC=CC=C2)N[C@@H](C)C(=O)OCC(C)(C)OC)O)O)C#N 2-methoxy-2-methylpropyl ((S)-(((2R,3S,4R,5R)-5-(4-aminopyrrolo[2,1-f][1,2,4]triazin-7-yl)-5-cyano-3,4-dihydroxytetrahydrofuran-2-yl)methoxy)(phenoxy)phosphoryl)-L-alaninate